1-(1-(7,8-difluoro-1-oxo-1,2-dihydroisoquinolin-4-yl)ethyl)-1-methyl-3-phenylurea FC1=CC=C2C(=CNC(C2=C1F)=O)C(C)N(C(=O)NC1=CC=CC=C1)C